N1=CC=C(C=C1)C1=NC2=CC=CC=C2C=C1 (pyridin-4-yl)quinolin